CN(C(CCCCCCCCCCCCCCCCCCCCCCCCCC)=O)CCCCCCCCCCCCCCCCCCCCCCCCCC heptacosanoic acid, N-methylhexacosanylamide